NC1CC2(CC(C2)OC2=CC3=NC=C(C=C3S2)C(=O)N)C1 ((6-Aminospiro[3.3]hept-2-yl)oxy)thieno[3,2-b]pyridine-6-carboxamide